N-(2-((S)-3,4-dimethylpiperazin-1-yl)-4-methoxy-5-((6-((R)-3-(3-(trifluoromethyl)phenyl)isoxazolidin-2-yl)pyrimidin-4-yl)amino)phenyl)acrylamide C[C@H]1CN(CCN1C)C1=C(C=C(C(=C1)OC)NC1=NC=NC(=C1)N1OCC[C@@H]1C1=CC(=CC=C1)C(F)(F)F)NC(C=C)=O